ClC1=CC=CC=2C=3N(C(=NC12)NC=1C(N=CC=CC1)=O)N=C(N3)C=3C(=NN(C3)CC)C (3R)-3-{[7-chloro-2-(1-ethyl-3-methyl-1H-pyrazol-4-yl)[1,2,4]triazolo[1,5-c]quinazolin-5-yl]amino}azepin-2-one